NC1CC2CCC(C1)N2C2=C1C(=NC=C2)N(C(=N1)C1=CC(=C(C#N)C=C1)F)C1=C(C=C(C=C1)N1C[C@H](CC1)OC)F 4-(7-(3-amino-8-azabicyclo[3.2.1]oct-8-yl)-3-(2-fluoro-4-((S)-3-methoxypyrrolidin-1-yl)phenyl)-3H-imidazo[4,5-b]pyridin-2-yl)-2-fluorobenzonitrile